CN(C1CC(C1)[C@@H](C(C)C)N1CC2(C1)CCN(C2)C=2N=CN=NC2OC2=C(C=C(C=C2)F)C=2C(=NOC2C2CC2)C)C |r| N,N-dimethyl-3-[rac-(1R)-1-[7-[6-[2-(5-cyclopropyl-3-methyl-isoxazol-4-yl)-4-fluoro-phenoxy]-1,2,4-triazin-5-yl]-2,7-diazaspiro[3.4]octan-2-yl]-2-methyl-propyl]cyclobutanamine